ClC1=CC(=C(C=C1)C(CC(C(=O)O)=C)O)C=1C=NN(C1)CC 4-(4-chloro-2-(1-ethyl-1H-pyrazol-4-yl)phenyl)-4-hydroxy-2-methylenebutanoic acid